C(C)N1C=C(C2=C(C=CC=C12)CC1=CC=C(C=C1)C(F)(F)F)C(=O)NC1CC2(C1)CC(C2)C(=O)O[C@@H](C)C2=CC=CC=C2 trans-(S)-1-phenylethyl 2-[[1-ethyl-4-[[4-(trifluoromethyl)phenyl]methyl]indole-3-carbonyl]amino]spiro[3.3]heptane-6-carboxylate